ClC=1C(=C(C(=CC1)N1N=NC(=C1)Cl)C1=CC(NC=C1)=O)F 4-(3-chloro-2-fluoro-6-(4-chloro-1H-1,2,3-triazol-1-yl)phenyl)pyridin-2(1H)-one